FC(CN1C(N(C(C2=CC(=CC=C12)C1=CC=C(C=C1)F)=O)C[C@@H](CN1CC2=CC=CC=C2CC1)O)=O)F 1-(2,2-difluoroethyl)-6-(4-fluorophenyl)-3-[(2R)-2-hydroxy-3-(1,2,3,4-tetrahydroisoquinolin-2-yl)propyl]-1,2,3,4-tetrahydroquinazoline-2,4-dione